COC=1C=CC(=NC1)C(=O)NC1=CC=C(C=C1)N1CCN(CC1)C1=NC=CC=C1 5-Methoxy-N-(4-(4-(pyridin-2-yl)piperazin-1-yl)phenyl)picolinamid